5alpha-cholest-8(14)-en-3beta,15alpha-diol CC(C)CCC[C@@H](C)[C@H]1C[C@@H](C2=C3CC[C@H]4C[C@H](CC[C@]4(C)[C@H]3CC[C@]12C)O)O